tert-Butyl N-(pyrazin-2-ylmethylamino)carbamate N1=C(C=NC=C1)CNNC(OC(C)(C)C)=O